C(C)(=O)OC=1COC=CC1OC(C)=O 7-pyran-3,4-diyl diacetate